IC=1C=C2C(=C(C=NC2=C(C1)[N+](=O)[O-])C(=O)N1CCN(CC1)S(=O)(=O)C)C1=CC=C(C=C1)C1(CC1)C#N c-1-(4-(6-iodo-3-(4-(methylsulfonyl)piperazine-1-carbonyl)-8-nitroquinolin-4-yl)phenyl)cyclopropane-1-carbonitrile